CC1=NC(=CC=C1OC=1C(N(C(C1)=O)CC1CCOCC1)=O)C 3-((2,6-Dimethylpyridin-3-yl)oxy)-1-((tetrahydro-2H-pyran-4-yl)methyl)-1H-pyrrole-2,5-dione